5-(3-bromo-2-fluoro-6-hydroxy-4-methylphenyl)-1,2,5-thiadiazolidin-3-one 1,1-dioxide BrC=1C(=C(C(=CC1C)O)N1CC(NS1(=O)=O)=O)F